C(C1=CC=CC=C1)OC=1C=C(C#N)C=C(C1C(=O)N1CC2=CC(=CC(=C2C1)N[C@H]1COCC1)OCCN(C)C)O (R)-3-(Benzyloxy)-4-(6-(2-(dimethylamino)ethoxy)-4-((tetrahydrofuran-3-yl)amino)isoindoline-2-carbonyl)-5-hydroxybenzonitrile